FC1=CC=CC2=C1N=C(N2)C2=NON=C2C 3-(7-fluoro-benzimidazol-2-yl)-4-methyl-1,2,5-oxadiazole